FC(N1C(=CC=2C(=NC(=CC21)C2=CC=C(C=C2)CN2CCN(CC2)CCC(C)(O)C)C)C2=CC=C(C=C2)S(=O)(=O)C)F 4-[4-[[4-[1-(Difluoromethyl)-4-methyl-2-(4-methylsulfonylphenyl)pyrrolo[3,2-c]pyridin-6-yl]phenyl]methyl]piperazin-1-yl]-2-methyl-butan-2-ol